BrC=1C(=NC=NC1)C1(CCN(CC1)C(=O)OC(C)(C)C)C(=O)O 4-(5-Bromopyrimidin-4-yl)-1-Boc-piperidine-4-carboxylic acid